5-(methacryloyloxy)amyl-trimethyl-ammonium chloride [Cl-].C(C(=C)C)(=O)OCCCCC[N+](C)(C)C